[N+](=O)([N+](=O)[O-])[O-] nitrogen tetraoxide